1-(1-(2-methoxyethyl)piperidin-4-yl)-5-methyl-1H-pyrazol-4-amine COCCN1CCC(CC1)N1N=CC(=C1C)N